[Cr].[Sb].[Ti] titanium-antimony-chromium